C1(=CCCCCC1)C1=NN2C(N(C(=C(C2=O)N2CCN(CC2)C(=O)C2=NC=NC(=C2O)C)CC)CC(=O)NC2=CC=C(C=C2)S(F)(F)(F)(F)F)=C1 2-(2-(Cyclohept-1-en-1-yl)-5-ethyl-6-(4-(5-hydroxy-6-methylpyrimidine-4-carbonyl)piperazin-1-yl)-7-oxopyrazolo[1,5-a]pyrimidin-4(7H)-yl)-N-(4-(pentafluoro-λ6-sulfanyl)phenyl)acetamide